Cl.Cl.O(CCN)CCN 2,2'-Oxybis(ethylamine), dihydrochloride